N1=C(C=CC=C1)NC([C@H](N)C)=O N-pyridin-2-yl-D-alaninamide